C1(CCC1)OC=1C=C(C=CC1)N1CC2=CC(=CC=C2CC1)CCC(=O)O 3-(2-(3-Cyclobutoxyphenyl)-1,2,3,4-tetrahydroisoquinolin-7-yl)propionic acid